C1(=CC(=CC=C1)C1=NC(=NC(=C1)C1=CC=C(C=C1)Br)C1=CC=C(C=C1)C)C1=CC=CC=C1 4-Biphenyl-3-yl-6-(4-bromo-phenyl)-2-p-tolyl-pyrimidine